8-(4-chloro-2-fluorophenyl)-2,3-dimethyl-6-[(2s,4r)-2-(2-methylpyridin-4-yl)oxazin-4-yl]-3h,4h-pyrimido[5,4-d][1,3]diazin-4-one ClC1=CC(=C(C=C1)C1=NC(=NC2=C1N=C(N(C2=O)C)C)C2=CN(OC=C2)C2=CC(=NC=C2)C)F